NC1=NC=2C=CC(=CC2C2=C1[C@H](OC2)C)C(=O)N(CC2=NC=C(C=C2)C(F)(F)F)[C@@H]2C(C2)(C)C (3R)-4-amino-N-((1S)-2,2-dimethylcyclopropyl)-3-methyl-N-((5-(trifluoromethyl)-2-pyridinyl)methyl)-1,3-dihydrofuro[3,4-c]quinoline-8-carboxamide